ClC=1C(=C(C(=CC1)C(F)F)C=1N=C(C(=NC1)C(=O)NC=1C=NN(C1)CC=1N=NC(=C(C1)C)N1C([C@@H]2C[C@@H]2C1)=O)C=C)F (3-chloro-6-(difluoromethyl)-2-fluorophenyl)-N-(1-((5-methyl-6-((1R,5S)-2-oxo-3-azabicyclo[3.1.0]hex-3-yl)pyridazin-3-yl)methyl)-1H-pyrazol-4-yl)-3-vinylpyrazine-2-carboxamide